C(C)C1=NC(=NO1)C=1C=C2CC[C@H](C2=CC1)NC(=O)C1=CN(C(C=C1)=O)CCOC (R)-N-(5-(5-ethyl-1,2,4-oxadiazol-3-yl)-2,3-dihydro-1H-inden-1-yl)-1-(2-methoxyethyl)-6-oxo-1,6-dihydropyridine-3-carboxamide